2-(2-fluorophenethyl)-6-(4-methoxyphenyl)-3,4-dihydroisoquinolin-1(2H)-one FC1=C(CCN2C(C3=CC=C(C=C3CC2)C2=CC=C(C=C2)OC)=O)C=CC=C1